Dihydroxyborol OC1=C(BC=C1)O